4-cyclopropyl-6-{[(3R)-4,4-difluoro-3-methylpiperidin-1-yl]methyl}-2H,3H-pyrrolo[3,4-c]pyridin-1-one C1(CC1)C1=NC(=CC2=C1CNC2=O)CN2C[C@H](C(CC2)(F)F)C